1-{(3R)-3-[(4-{3-[3-(trifluoromethyl)phenyl]-1H-pyrrolo[3,2-b]pyridin-2-yl}pyridin-3-yl)oxy]pyrrolidin-1-yl}prop-2-yn-1-one FC(C=1C=C(C=CC1)C1=C(NC=2C1=NC=CC2)C2=C(C=NC=C2)O[C@H]2CN(CC2)C(C#C)=O)(F)F